OC1=C(C=C(C=C1C(C)(C)C)C(C)(C)C)N1N=C2C(=N1)C=CC=C2 2-(2'-hydroxy-3',5'-di-tertiary butyl-phenyl)-benzotriazole